C(C)(C)(C)OC(=O)N[C@@H](C(=O)O)C=1C=NN(C1)C (R)-2-((tert-butoxycarbonyl)amino)-2-(1-methyl-1H-pyrazol-4-yl)acetic acid